N1(CCCCC1)CCCCCCCCNC1=CC=C(C=C1)N1C(NC(CC1)=O)=O 1-(4-((8-(piperidin-1-yl)octyl)amino)phenyl)dihydropyrimidine-2,4(1H,3H)-dione